bis(4-hydroxyphenyl) ether OC1=CC=C(C=C1)OC1=CC=C(C=C1)O